COC(=O)[C@@H]1[C@H]([C@H](CCC1)O)NC(=O)OC(C)(C)C |o1:4,5,6| (1S,2R,3S)-rel-2-((tert-butoxycarbonyl)amino)-3-hydroxycyclohexane-1-carboxylic acid methyl ester